tert-butyl 4-((6-(trifluoromethyl)benzo[d]thiazol-2-yl)amino)piperidine-1-carboxylate FC(C1=CC2=C(N=C(S2)NC2CCN(CC2)C(=O)OC(C)(C)C)C=C1)(F)F